OCCS(=O)(=O)C=1C=C(OC[C@H](CN[C@H]2COC3(C2)CCN(CC3)S(=O)(=O)C3=CC=C2C=CC=NC2=C3)O)C=CC1 (S)-1-(3-(2-hydroxyethylsulfonyl)phenoxy)-3-((R)-8-(quinolin-7-ylsulfonyl)-1-oxa-8-azaspiro[4.5]decan-3-ylamino)propan-2-ol